Monohydrogen-Orthophosphat P(=O)(O)([O-])[O-]